C(C)[C@@H]1CN(CC[C@H]1NC(C(COC1=NC=CC=C1C)(C)C)=O)C trans-N-(3-ethyl-1-methylpiperidin-4-yl)-2,2-dimethyl-3-((3-methylpyridin-2-yl)oxy)propanamide